bis(2,9-dimethyl-1,10-phenanthroline) copper (I) bis(trifluoromethylsulfonyl)imide [N-](S(=O)(=O)C(F)(F)F)S(=O)(=O)C(F)(F)F.[Cu+].CC1=NC2=C3N=C(C=CC3=CC=C2C=C1)C.CC1=NC2=C3N=C(C=CC3=CC=C2C=C1)C